6,7-dimethoxy-2-methyl-N-[1-{5-[(1E)-prop-1-en-1-yl]thiophen-2-yl}ethyl]quinazolin-4-amine COC=1C=C2C(=NC(=NC2=CC1OC)C)NC(C)C=1SC(=CC1)\C=C\C